4-(4-amino-2-oxopyrrolidin-1-yl)-2-(trifluoromethyl)benzonitrile hydrochloride Cl.NC1CC(N(C1)C1=CC(=C(C#N)C=C1)C(F)(F)F)=O